5-(2,3-dichlorophenyl)pyridazin-4-amine ClC1=C(C=CC=C1Cl)C=1C(=CN=NC1)N